(S)-N-(1-(4-(2-cyclopropylacetyl)phenyl)ethyl)-2,2,2-trifluoroacetamide C1(CC1)CC(=O)C1=CC=C(C=C1)[C@H](C)NC(C(F)(F)F)=O